1,4,5,8-naphthalenetetracarboxylic acid lithium [Li].C1(=CC=C(C=2C(=CC=C(C12)C(=O)O)C(=O)O)C(=O)O)C(=O)O